N'-((1,2,3,5,6,7-hexahydro-s-indacen-4-yl)carbamoyl)-5-(2-hydroxypropan-2-yl)thiazole-2-sulfonimidamide C1CCC2=C(C=3CCCC3C=C12)NC(=O)N=S(=O)(N)C=1SC(=CN1)C(C)(C)O